tert-Butyl ((S)-4-(2-chloro-6-methoxybenzamido)-4-(5-(3-(4-(5-((3aS,4S,6aR)-2-oxohexahydro-1H-thieno[3,4-d]imidazol-4-yl)pentanamido)butanamido)phenyl)oxazol-2-yl)butyl)carbamate ClC1=C(C(=O)N[C@@H](CCCNC(OC(C)(C)C)=O)C=2OC(=CN2)C2=CC(=CC=C2)NC(CCCNC(CCCC[C@@H]2SC[C@@H]3NC(N[C@@H]32)=O)=O)=O)C(=CC=C1)OC